5-carbamoyl-4-((triisopropylsilyl)ethynyl)-1H-pyrrolo[2,3-b]pyridine 7-oxide C(N)(=O)C=1C(=C2C(=[N+](C1)[O-])NC=C2)C#C[Si](C(C)C)(C(C)C)C(C)C